SCCC1=C(C=C(C(=C1)CCS)CCS)CCS 1,2,4,5-tetrakis(2-mercaptoethyl)benzene